CC=1C=C2C(=CNC2=CC1)C1CCN(CC1)CCC1=C(C=C(C=C1)C)C1=CNC=C1 5-methyl-3-(1-(4-methyl-2-(1H-pyrrol-3-yl)phenethyl)piperidin-4-yl)-1H-indole